1-(5-fluoro-4-((1S,2S)-6-hydroxy-2-phenyl-1,2,3,4-tetrahydronaphthalen-1-yl)-2-methoxyphenyl)piperidine-4-carbaldehyde FC=1C(=CC(=C(C1)N1CCC(CC1)C=O)OC)[C@H]1[C@H](CCC2=CC(=CC=C12)O)C1=CC=CC=C1